FC(C(C(C(C(C(C(C(F)(F)F)(F)F)(F)F)(F)F)(F)F)(F)F)(F)F)(CC[Si](OC)(OC)OC)F 2-(perfluorooctyl)ethyltrimethoxysilane